(S)-4-methyl-2-(5-methyl-6-oxo-3-(2-(tosyloxy)ethyl)pyridazin-1(6H)-yl)pentanoic acid methyl ester COC([C@H](CC(C)C)N1N=C(C=C(C1=O)C)CCOS(=O)(=O)C1=CC=C(C)C=C1)=O